BrC=1C=C(C=C(C1)F)C(CCC[C@H](C(=O)O)C)(OC)OC (R)-6-(3-bromo-5-fluorophenyl)-6,6-dimethoxy-2-methylhexanoic acid